[Cl-].ON\C(\C)=N/[H] (Z)-N-hydroxyacetimidamide chloride